C(O)([O-])=O.C1(=CC=CC=C1)[S+](C1=CC=CC=C1)C1=CC=CC=C1 triphenylsulfonium hydrogencarbonate